C(C1=CC=CC=C1)NCC1=NC=CC(=C1)C N-benzyl-1-(4-methylpyridin-2-yl)methylamine